amino-2-fluorophenyl-piperazine-1-carboxylate NC1(N(CCNC1)C(=O)[O-])C1=C(C=CC=C1)F